C(C)(C)(C)OC(=O)N1CCC(CC1)(F)C1=CC(=C(C=C1)/C(=C/C#N)/N)OC 4-[4-[(Z)-1-amino-2-cyano-vinyl]-3-methoxy-phenyl]-4-fluoro-piperidine-1-carboxylic acid tert-butyl ester